6-Bromo-7-fluoro-1-methyl-4-[4-(5-methyl-1,3-benzooxazol-2-yl)piperidin-1-yl]-2-oxo-1,2-dihydroquinoline-3-carboxamide BrC=1C=C2C(=C(C(N(C2=CC1F)C)=O)C(=O)N)N1CCC(CC1)C=1OC2=C(N1)C=C(C=C2)C